1,2,3-tris(mercaptoethoxy)benzene SCCOC1=C(C(=CC=C1)OCCS)OCCS